2-(4-bromo-1-methyl-1H-pyrazol-5-yl)-4-chloro-3-fluoro-6-(piperidin-1-yl)benzonitrile BrC=1C=NN(C1C1=C(C#N)C(=CC(=C1F)Cl)N1CCCCC1)C